3-bromo-5-chloro-1H-indazole BrC1=NNC2=CC=C(C=C12)Cl